C(C1=CC(O)=C(O)C(O)=C1)(=O)O[C@@H]1[C@H]([C@H](O)O[C@@H]([C@H]1OC(C1=CC(O)=C(O)C(O)=C1)=O)COC(C1=CC(O)=C(O)C(O)=C1)=O)O 3,4,6-tri-O-galloyl-β-D-glucose